C(C)(C)(CC)C1=CC(=CC(=C1O)C(C)(C)CC)C 2,6-di-t-amyl-p-cresol